C=C1CC[C@@H]2[C@@H]([C@@H]3[C@H]1CC(=O)[C@]34CC[C@]5([C@@]4(C[C@@H]6[C@H]5[C@@H]7[C@@H](CCC6=C)C(=C)C(=O)O7)O)O)OC(=O)C2=C The molecule is a sesquiterpene lactone isolated from the whole plants of Ainsliaea macrocephala; exhibits inhibitory activity against production of nitric oxide (NO). It has a role as a metabolite and an EC 1.14.13.39 (nitric oxide synthase) inhibitor. It is a spiro compound and a sesquiterpene lactone.